N[C@H]1CN(C[C@@H](C1)F)C(=O)C1=CC2=C(C(=C(O2)C=2N(C3=CC(=CC=C3C2)C2=CC(=C(C(=O)N)C=C2)F)CC2CC2)C)C=C1 4-(2-(6-((3r,5r)-3-amino-5-fluoropiperidine-1-carbonyl)-3-methylbenzofuran-2-yl)-1-(cyclopropylmethyl)-1H-indol-6-yl)-2-fluorobenzamide